14-fluoro-9,16,17-trimethyl-10-oxa-2,12,18,20-tetrazapentacyclo[9.7.1.14,7.02,8.015,19]icosa-1(18),11(19),12,14,16-pentaene-20-carboxylate FC=1C=NC=2OC(C3C4CCC(CN3C3=NC(=C(C1C32)C)C)N4C(=O)[O-])C